BrC=1C=C2CN(CC2=CC1)C(C(CC)CC)=O 1-(5-Bromoisoindolin-2-yl)-2-ethylbutan-1-one